C1(=CC=CC=C1)N(N=CC1=CC=C(C=C1)N(CC)CC)C1=CC=CC=C1 p-(diethylamino)benzaldehyde diphenyl hydrazone